(M)-6-Chloro-7-[2-(difluoromethyl)phenyl]-4-[(2S,5R)-2,5-dimethyl-4-prop-2-enoyl-piperazin-1-yl]-1-(2-isopropyl-4-methyl-3-pyridyl)pyrido[2,3-d]pyrimidin-2-one ClC1=CC2=C(N(C(N=C2N2[C@H](CN([C@@H](C2)C)C(C=C)=O)C)=O)C=2C(=NC=CC2C)C(C)C)N=C1C1=C(C=CC=C1)C(F)F